1-cyclopropyl-7-[(S,S)-2,8-diazabicyclo[4.3.0]-nonan-8-yl]-6-fluoro-8-methoxy-1,4-dihydro-4-oxo-3-quinolinecarboxylic acid C1(CC1)N1C=C(C(C2=CC(=C(C(=C12)OC)N1C[C@@H]2CCCN[C@@H]2C1)F)=O)C(=O)O